FC(OC=1C=CC(=C(C1)N1C(N([C@H](C1)C#N)C1=CN=CC2=CC=CC=C12)=O)F)F |r| Racemic-1-(5-(difluoromethoxy)-2-fluorophenyl)-3-(isoquinolin-4-yl)-2-oxoimidazolidine-4-carbonitrile